4-(4-methyl-3-(prop-1-en-2-yl)-1-((2-(trimethylsilyl)ethoxy)methyl)-1H-pyrrolo[2,3-c]pyridin-5-yl)piperazine-1-carboxylic acid tert-butyl ester C(C)(C)(C)OC(=O)N1CCN(CC1)C=1C(=C2C(=CN1)N(C=C2C(=C)C)COCC[Si](C)(C)C)C